BrC1=C(C=C2C(=NC(=NC2=C1F)NC)N1CC2CCC(C1)N2C(=O)OC(C)(C)C)C(F)(F)F tert-butyl 3-[7-bromo-8-fluoro-2-(methylamino)-6-(trifluoromethyl)quinazolin-4-yl]-3,8-diazabicyclo[3.2.1]octane-8-carboxylate